ClC=1C=NN2C1C=C(C=C2)C(=O)OC Methyl 3-chloropyrazolo[1,5-a]pyridine-5-carboxylate